(2S)-2-amino-N-{7-[(2R,3R,4S,5R)-2-cyano-3,4-dihydroxy-5-(hydroxymethyl)oxolan-2-yl]pyrrolo[2,1-f][1,2,4]triazin-4-yl}-3-methylbutanamide N[C@H](C(=O)NC1=NC=NN2C1=CC=C2[C@@]2(O[C@@H]([C@H]([C@H]2O)O)CO)C#N)C(C)C